FC1([C@H]2[C@H]3[C@](CC[C@@H]2[C@]2(CC[C@@H](C(C2C1)O)OC(C)=O)C)([C@H](CC3)[C@H](C)CCCC(C)(C)O)C)F acetic acid-(1R,3aS,3bS,7S,9aR,9bS,11aR)-4,4-difluoro-6-hydroxyl-1-[(2R)-6-Hydroxy-6-methylhept-2-yl]-9a,11a-dimethylhexadecahydro-1H-cyclopenta[1,2-i]phenanthrene-7-yl ester